5-cyano-N-(3-cyano-4-fluorophenyl)-2-(4,4-difluoroazepan-1-yl)-6-methylnicotinamide C(#N)C=1C(=NC(=C(C(=O)NC2=CC(=C(C=C2)F)C#N)C1)N1CCC(CCC1)(F)F)C